5-[[3-hydroxy-2-(5H-imidazo[1,5-b]isoindol-5-yl)-7-azaspiro[3.5]nonan-7-yl]sulfonyl]-1-methyl-indolin-2-one OC1C(CC12CCN(CC2)S(=O)(=O)C=2C=C1CC(N(C1=CC2)C)=O)C2N1C(C=3C=CC=CC23)=CN=C1